1-((R)-(2-((1R*,2R)-1-amino-2-(((R)-1,1,1-trifluoropropan-2-yl)oxy)propyl)-1H-imidazo[4,5-b]pyridin-5-yl)(cyclopropyl)methyl)-5,5-difluorotetrahydropyrimidin-2(1H)-one N[C@@H]([C@@H](C)O[C@@H](C(F)(F)F)C)C=1NC=2C(=NC(=CC2)[C@H](N2C(NCC(C2)(F)F)=O)C2CC2)N1 |o1:1|